BrC1=CSC2=C1C(N(C=C2Cl)C([2H])([2H])[2H])=O 3-Bromo-7-chloro-5-(methyl-d3)thieno[3,2-c]pyridin-4(5H)-one